2-[[2-(2-fluorophenyl)pyrrolo[2,3-c]pyridin-6-yl]methyl]-5-methyl-1,3-benzoxazole FC1=C(C=CC=C1)C=1C=C2C(=CN(C=C2)CC=2OC3=C(N2)C=C(C=C3)C)N1